NC[C@@H]1[C@H]([C@@H]([C@H](C(O)O1)O)O)O[C@H]1[C@H](O)[C@@H](O)[C@@H](O)[C@H](O1)CN 6,6'-diamino-6,6'-dideoxylactose